1-[4-(2,3-Dimethylphenyl)piperazin-1-yl]-2-{3-[(9aR)-hexahydropyrazino[2,1-c][1,4]oxazin-8(1H)-carbonyl]-5,6-dihydrocyclopenta[c]pyrazol-1(4H)-yl}ethan-1-on CC1=C(C=CC=C1C)N1CCN(CC1)C(CN1N=C(C2=C1CCC2)C(=O)N2C[C@@H]1COCCN1CC2)=O